N(=C=S)C1=CC=C(OCCOCCSC[C@H]2OCCN(CCOCCOCCN(CCOC2)CC2=CC=CC(=N2)C(=O)O)CC2=CC=CC(=N2)C(=O)O)C=C1 (S)-6,6'-((2-(((2-(2-(4-isothiocyanatophenoxy)ethoxy)ethyl)thio)methyl)-1,4,10,13-tetraoxa-7,16-diazacyclooctadecane-7,16-diyl)bis(methylene))dipicolinic acid